COC(=O)[C@H]1OC(O[C@@H]1C1=C(C=CC=C1)I)(CC)CC (4S,5R)-methyl-5-(2-iodophenyl)-2,2-diethyl-1,3-dioxolane-4-carboxylate